BrC=1C=C(C=CC1)C1[C@H](CN(C[C@H]1C)C(=O)OC(C)(C)C)C tert-butyl (3R,5S)-4-(3-bromophenyl)-3,5-dimethyl-piperidine-1-carboxylate